N-[(E)-(5-bromo-3-pyridinyl)methyleneamino]-4-methyl-benzenesulfonamide BrC=1C=C(C=NC1)\C=N\NS(=O)(=O)C1=CC=C(C=C1)C